tert-Butyl (2-nitrophenyl)carbamate [N+](=O)([O-])C1=C(C=CC=C1)NC(OC(C)(C)C)=O